C(C)N(CCOCC1=CC=C(C=C1)C)CC Diethyl-2-(4-methylbenzyloxy)ethylamine